(1R,4R,5S)-4,6,6-trimethylbicyclo[3.1.1]hept-2-ene C[C@@H]1C=C[C@@H]2C([C@H]1C2)(C)C